3-pyrrolidinyl 2-(trifluoromethyl)-4-pyridinecarboxylate FC(C1=NC=CC(=C1)C(=O)OC1CNCC1)(F)F